OC1CCC(CC1)NC1=C(C(=O)N)C=CC(=C1)N1C=CC2=C1N=CN=C2NC2=C(C=CC=C2)OC (((1r,4r)-4-hydroxycyclohexyl)amino)-4-(4-((2-methoxyphenyl)amino)-7H-pyrrolo[2,3-d]pyrimidin-7-yl)benzamide